C(CCCCCCC\C=C/C\C=C/CCCCC)(=O)OCCCCCCCCCCCCCCCCCCC nonadecyl linoleate